ethyl 3-(prop-1-ynyl)-1-((2-(trimethylsilyl)ethoxy)methyl)-1H-pyrazole-4-carboxylate C(#CC)C1=NN(C=C1C(=O)OCC)COCC[Si](C)(C)C